tert-butyl (R)-(cyclopropylmethyl)(piperidin-3-yl)carbamate C1(CC1)CN(C(OC(C)(C)C)=O)[C@H]1CNCCC1